6-[5,6-difluoro-8-(methylamino)-4-[(2S)-2-methylmorpholin-4-yl]-9H-pyrido[2,3-b]indol-3-yl]-4-oxo-1-[(1S)-2-hydroxy-1-methyl-ethyl]-1,8-naphthyridine-3-carboxylic acid FC1=C2C3=C(NC2=C(C=C1F)NC)N=CC(=C3N3C[C@@H](OCC3)C)C=3C=C1C(C(=CN(C1=NC3)[C@H](CO)C)C(=O)O)=O